Cl.Cl.CC1(C(NC2=NC=CC(=C21)C2=NC(=NC(=C2)C(F)(F)F)N2CCNCC2)=O)C 3,3-dimethyl-4-[2-piperazin-1-yl-6-(trifluoromethyl)pyrimidin-4-yl]-1H-pyrrolo[2,3-b]pyridin-2-one dihydrochloride